C1(=CC=CC=C1)NCCC[Si](OCCCC)(OCCCC)OCCCC N-phenyl-γ-aminopropyltributoxysilane